(3S)-4-[5-iodo-7-(4-methylbenzenesulfonyl)-7H-pyrrolo[2,3-d]pyrimidin-4-yl]-3-methylpiperazine-1-carboxylic acid tert-butyl ester C(C)(C)(C)OC(=O)N1C[C@@H](N(CC1)C=1C2=C(N=CN1)N(C=C2I)S(=O)(=O)C2=CC=C(C=C2)C)C